(5-(5-Fluoropyridin-2-yl)-1-(tetrahydro-2H-pyran-2-yl)-1H-pyrazol-4-yl)-6-methyl-1-((2-(trimethylsilyl)ethoxy)methyl)-1H-pyrazolo[3,4-b]Pyridine FC=1C=CC(=NC1)C1=C(C=NN1C1OCCCC1)C1=NN(C2=NC(=CC=C21)C)COCC[Si](C)(C)C